ClCC=1C(=NC(=NC1)C=1C(=NC=NC1OC)C1CC1)NCC1=CC=C(C=C1)C=1N(C=C(N1)C(F)(F)F)C(C)C 5-(chloromethyl)-2-(4-cyclopropyl-6-methoxy-pyrimidin-5-yl)-N-[[4-[1-isopropyl-4-(trifluoromethyl)imidazol-2-yl]phenyl]methyl]pyrimidin-4-amine